1,1'-(((5-(cyclohexanecarbonyl)-2,4,6-trihydroxy-1,3-phenylene)bis(methylene))bis(2,4-dihydroxy-6-methoxy-5-methyl-3,1-phenylene))bis(butan-1-one) C1(CCCCC1)C(=O)C=1C(=C(C(=C(C1O)CC=1C(=C(C(=C(C1O)C)OC)C(CCC)=O)O)O)CC=1C(=C(C(=C(C1O)C)OC)C(CCC)=O)O)O